O1C=CC=C1C(C(=O)O)=C 5-furylacrylic acid